7-fluoro-1-isopropyl-3-methyl-8-(6-(3-morpholinopropoxy)pyridin-3-yl)-1,3-dihydro-2H-imidazo[4,5-c]cinnolin-2-one FC=1C(=CC=2C3=C(N=NC2C1)N(C(N3C(C)C)=O)C)C=3C=NC(=CC3)OCCCN3CCOCC3